1-(cyclopentylmethyl)piperazine C1(CCCC1)CN1CCNCC1